CC=1SC2=C(N1)C=CC(=C2)B(O)O (2-methylbenzo[d]thiazol-6-yl)boronic acid